BrC=1C=C(C(N(C1)C)=O)NC1=NC=C(C=C1)N1C(CNCC1)C (3s)-5-Bromo-1-methyl-3-(5-(2-methylpiperazin-1-yl)pyridin-2-ylamino)pyridine-2(1H)-one